COC(=O)C1=NC=C(N=C1)Cl.CC=1N=C2N(C=C(N=C2C)NC(=O)C2=NC=C(N=C2)N2CCNCC2)C1 N-(2,8-dimethylimidazo[1,2-a]pyrazin-6-yl)-5-(piperazin-1-yl)pyrazine-2-carboxamide Methyl-5-chloropyrazine-2-carboxylate